O1NCCCC2=C1C=CC=C2 2,3,4,5-tetrahydrobenzoxazepine